methyl 4-[4-benzyloxy-1-(4-fluorophenyl)-2-(2-hydroxy-1,1-dimethyl-ethyl)indol-3-yl]benzoate C(C1=CC=CC=C1)OC1=C2C(=C(N(C2=CC=C1)C1=CC=C(C=C1)F)C(CO)(C)C)C1=CC=C(C(=O)OC)C=C1